O1COC2=C1C=CC(=C2)C2=CN=CC(=N2)C2=CC(=CS2)NC(CCCC)=O N-(5-(6-(benzo[d][1,3]dioxol-5-yl)pyrazin-2-yl)thiophen-3-yl)pentanamide